C(=O)C1=C(N=CN1C)C#N 5-formyl-1-methyl-imidazole-4-carbonitrile